CC1=CC=NC2=CC=C(C=C12)C=O (4-methylquinolin-6-yl)methanone